3-(chroman-6-yl)-1-((6,8-dimethyl-2-oxo-1,2-dihydroquinolin-3-yl)methyl)-1-(2-hydroxyethyl)urea O1CCCC2=CC(=CC=C12)NC(N(CCO)CC=1C(NC2=C(C=C(C=C2C1)C)C)=O)=O